C(#N)C=1C=C(C=CC1OCC(C)C)C=1SC(=C(N1)C)C(=O)OCC ethyl [3-cyano-4-isobutoxyphenyl]-4-methylthiazole-5-carboxylate